CC=1N=C(SC1S(=O)(=O)C1=CC=C(C=C1)CNC(=O)C=1C=C2C(=NC1)NN=C2)C N-{[4-(dimethyl-1,3-thiazole-5-sulfonyl)phenyl]methyl}-1H-pyrazolo[3,4-b]pyridine-5-carboxamide